NC=1C=CC(=NC1)N1CCC(CC1)[C@@H](N[S@@](=O)C(C)(C)C)C1=C(C=C(C(=C1)Cl)Cl)O (S)-N-[(R)-[1-(5-aminopyridin-2-yl)piperidin-4-yl](4,5-dichloro-2-hydroxyphenyl)methyl]-2-methylpropane-2-sulfinamide